C1(CC1)COC=1C(=CC(=NC1)CO)C1=CC(=C(C=C1)Cl)Cl [5-(Cyclopropylmethoxy)-4-(3,4-dichlorophenyl)-2-pyridyl]methanol